NC=1C(=C(C=C2C=C(N=CC12)NC(O[C@@H]1COCC1)=O)C=1C(=C2C(=NC1)CCC2O)C)F (S)-tetrahydrofuran-3-yl (8-amino-7-fluoro-6-(5-hydroxy-4-methyl-6,7-dihydro-5H-cyclopenta[b]pyridin-3-yl)isoquinolin-3-yl)carbamate